C(C1=CC=CC=C1)OC1=CC=C(C2=C1N=C(O2)N2CC1N(C(C2)C1)C(=O)OC(C)(C)C)C=1SC=CN1 tert-Butyl 3-(4-(benzyloxyl)-7-(thiazol-2-yl)benzo[d]oxazol-2-yl)-3,6-diazabicyclo[3.1.1]heptane-6-carboxylate